FC(CN1N=NC(=C1)C(=O)NC)CCC=1SC(=NN1)NC(CC=1C=NC=CC1)=O 1-(2-fluoro-4-(5-(2-(pyridin-3-yl)acetamido)-1,3,4-thiadiazol-2-yl)butyl)-N-methyl-1H-1,2,3-triazole-4-carboxamide